N,2,2,3,3-pentamethyl-N-(3,4,5-trifluorobenzyl)-cyclopropanecarboxamide CN(C(=O)C1C(C1(C)C)(C)C)CC1=CC(=C(C(=C1)F)F)F